CC1=C(C(=O)N)C=CC=C1B1OC(C(O1)(C)C)(C)C methyl-3-(4,4,5,5-tetramethyl-1,3,2-dioxaborolan-2-yl)benzamide